monopentyl alcohol C(CCCC)O